ClC1=CC(=C(C=C1)S(=O)(=O)N[C@@H]([C@@H](C)C1=C2C(CCC2=CC=C1)C)C=1OC(NN1)=O)OC 4-chloro-2-methoxy-N-((1S,2S)-2-(3-methyl-2,3-dihydro-1H-inden-4-yl)-1-(5-oxo-4,5-dihydro-1,3,4-oxadiazol-2-yl)propyl)benzenesulfonamide